O1C(COCC1)CN1C2=C(C(=C(C1=O)O)C(=O)O)SC=C2 4-((1,4-dioxan-2-yl)methyl)-6-hydroxy-5-oxo-4,5-dihydrothieno[3,2-b]pyridine-7-carboxylic acid